(2-cyclopropyl-4-phenoxypyrimidin-5-yl)(3-((methylsulfonyl)methylene)azetidin-1-yl)methanone C1(CC1)C1=NC=C(C(=N1)OC1=CC=CC=C1)C(=O)N1CC(C1)=CS(=O)(=O)C